1-chloro-1,2-benzoiodoxol-3(1H)-one ClI1OC(C2=C1C=CC=C2)=O